CC1(C=CC2=CC=CC=C12)C 3,3-Dimethylinden